1-(2-((1-((dimethylamino)methyl)cyclopropyl)methoxy)-6-(3-hydroxy-8-iodo-1-naphthoyl)-6,7-dihydro-5H-pyrrolo[3,4-d]pyrimidin-4-yl)-5-hydroxy-5-methylpiperidine-3-carboxylic acid CN(C)CC1(CC1)COC=1N=C(C2=C(N1)CN(C2)C(=O)C2=CC(=CC1=CC=CC(=C21)I)O)N2CC(CC(C2)(C)O)C(=O)O